N-(3,4,5-trimethoxyphenyl)-[1,2,4]triazolo[4,3-a]pyridin-3-amine COC=1C=C(C=C(C1OC)OC)NC1=NN=C2N1C=CC=C2